COC(C1=C(C=C(C(=C1)NC1COCC1)F)[N+](=O)[O-])=O.ClC=1C(=CC(=C(C1)S(=O)(=O)NC=1SC=CN1)F)N[C@H](CN1CC(C1)F)C1=CC=CC=C1 (S)-5-chloro-4-((2-(3-fluoroazetidin-1-yl)-1-phenylethyl)amino)-2-fluoro-N-(thiazol-2-yl)benzenesulfonamide Methyl-4-fluoro-2-nitro-5-((tetrahydrofuran-3-yl)amino)benzoate